tert-butyl (S)-2-(1,1,1,3,3,3-hexafluoro-2-hydroxypropan-2-yl)pyrrolidine-1-carboxylate FC(C(C(F)(F)F)(O)[C@H]1N(CCC1)C(=O)OC(C)(C)C)(F)F